3-(aziridin-1-yl)propanoate N1(CC1)CCC(=O)[O-]